N-((S)-1-(2-((S)-2-cyanopyrrolidin-1-yl)-2-oxoethyl)pyrrolidin-3-yl)benzofuran-2-carboxamide C(#N)[C@H]1N(CCC1)C(CN1C[C@H](CC1)NC(=O)C=1OC2=C(C1)C=CC=C2)=O